FC(C=1C=CC(=NC1)NC1=C2CCNCC2=CC=C1)(F)F 5-((5-(trifluoromethyl)pyridin-2-yl)amino)-1,2,3,4-tetrahydroisoquinoline